5-[1-(3-Methylbutyl)-1H-pyrazol-4-yl]-6-chinolin-7-ylpyridin-2-carbonitril CC(CCN1N=CC(=C1)C=1C=CC(=NC1C1=CC=C2C=CC=NC2=C1)C#N)C